2-[(4-methyl-2-nitrophenyl)azo]-3-oxo-N-phenylbutanamide CC1=CC(=C(C=C1)N=NC(C(=O)NC1=CC=CC=C1)C(C)=O)[N+](=O)[O-]